plutonium-beryllium [Be].[Pu]